(R)-1-(2-chloroethyl)-3-fluoropyrrolidine ClCCN1C[C@@H](CC1)F